FC(C(C1=CC=CC=C1)N1CCCCC1)F 1-(2,2-difluoro-1-phenylethyl)piperidin